2-((3-(3-(3-fluoropyridin-2-yl)-8,9-dihydropyrido[3',2':4,5]pyrrolo[1,2-a]pyrazin-7(6H)-yl)-3-oxopropoxy)methyl)azetidin FC=1C(=NC=CC1)C1=CC=2C=C3N(CCN(C3)C(CCOCC3NCC3)=O)C2N=C1